CC(C)CC=CC(C)C 2,6-dimethyl-4-hepten